NC(C(=O)O)CCCN(C)C 2-amino-5-(dimethylamino)pentanoic acid